hydroxypropyltetrahydro-pyrantriol OCCCC1(OCCC(C1O)O)O